C(C(C)C)N1C2=C(C=C1C=O)C=CS2 6-isobutyl-6H-thieno[2,3-b]pyrrole-5-carbaldehyde